5,10,15,20-tetraphenylporphyrin palladium [Pd].C1(=CC=CC=C1)C=1C2=CC=C(N2)C(=C2C=CC(C(=C3C=CC(=C(C=4C=CC1N4)C4=CC=CC=C4)N3)C3=CC=CC=C3)=N2)C2=CC=CC=C2